C(=C)O[Bi](OC=C)OC=C tris(ethenyloxy)bismuthane